cyclohexaneselon C1(CCCCC1)=[Se]